[Cl-].C(C=C)(=O)OCC[N+](CCC[Si](OC)(OC)OC)(C)C acryloxyethyl-dimethyl-(3-trimethoxysilylpropyl)ammonium chloride